2-chloro-3-methyl-5-nitro-pyridine ClC1=NC=C(C=C1C)[N+](=O)[O-]